NC1=C(C=NN1C1=C(C(=CC=C1)CO)C)C(=O)N1C[C@@]2(CCC1)C1=C(NC(O2)=O)C=CC(=C1F)Cl (R)-1'-(5-Amino-1-(3-(hydroxymethyl)-2-methylphenyl)-1H-pyrazole-4-carbonyl)-6-chloro-5-fluorospiro[benzo[d][1,3]oxazine-4,3'-piperidin]-2(1H)-one